ClC1=CN=C2N1N=C(C=C2)C2=CNC=1N=C(N=CC12)NC1=CC(=CC=C1)N1CCN(CC1)C 5-(3-chloroimidazo[1,2-b]pyridazin-6-yl)-N-(3-(4-methylpiperazin-1-yl)phenyl)-7H-pyrrolo[2,3-d]pyrimidin-2-amine